BrC1=CC=CC(=C1C=NNC(C(C)NC1=CC(=CC=C1)F)=O)O N'-(6-bromo-2-hydroxybenzylidene)-2-((3-fluorophenyl)amino)propionyl-hydrazine